tert-Butyl (S)-4-(7-(4-chlorophenyl)-5-iodo-7H-pyrrolo[2,3-d]pyrimidin-4-yl)-3-methylpiperazine-1-carboxylate ClC1=CC=C(C=C1)N1C=C(C2=C1N=CN=C2N2[C@H](CN(CC2)C(=O)OC(C)(C)C)C)I